pyrrolo[1,2-a]pyrazine-8-carbonitrile C=1C=2N(C=CN1)C=CC2C#N